CC(C)(C)OC(=O)N1C(C2=C(C=CC(=C2C1)C1=CN=C2N1C=CC(=C2)F)N)=O 2-methylpropan-2-yl-7-amino-4-(7-fluoroimidazo[1,2-a]pyridin-3-yl)-1-oxo-2,3-dihydro-1H-isoindole-2-carboxylate